5-acetylamino-2-azaadamantaneN C(C)(=O)NC12CC3N=C(CC(C1)C3)C2